8-((benzo[d][1,3]dioxol-5-ylmethyl)sulfonyl)-1,3,7-trimethyl-1H-purine-2,6(3H,7H)-dione O1COC2=C1C=CC(=C2)CS(=O)(=O)C2=NC=1N(C(N(C(C1N2C)=O)C)=O)C